6-Amino-3-((1R,3S)-4'-chloro-3-(2-oxoimidazolidin-1-yl)-1',2'-dihydrospiro[cyclopentane-1,3'-pyrrolo[2,3-b]pyridin]-5'-yl)-2-fluoro-N,N-dimethylbenzamide NC1=CC=C(C(=C1C(=O)N(C)C)F)C=1C(=C2C(=NC1)NC[C@]21C[C@H](CC1)N1C(NCC1)=O)Cl